ethyl (Z)-3-(3,4-dichlorophenyl)-3-(ethylamino)prop-2-enoate ClC=1C=C(C=CC1Cl)/C(=C/C(=O)OCC)/NCC